diphenyltriazinyl-(phenyldibenzofuranyl)pyridine C1(=CC=CC=C1)C=1C(=C(C(=NC1)C1=C(C=CC=2OC3=C(C21)C=CC=C3)C3=CC=CC=C3)C3=NN=NC=C3)C3=CC=CC=C3